2-iodoethyl N-(2-((((9H-fluoren-9-yl)methoxy)carbonyl)amino)ethyl)-N-(2-(6-((tert-butoxycarbonyl)amino)pyridin-3-yl)acetyl)glycinate C1=CC=CC=2C3=CC=CC=C3C(C12)COC(=O)NCCN(CC(=O)OCCI)C(CC=1C=NC(=CC1)NC(=O)OC(C)(C)C)=O